(2E,4E)-hexa-2,4-diene C\C=C\C=C\C